1-propyl-3-methylimidazolium hexafluorophosphate F[P-](F)(F)(F)(F)F.C(CC)N1C=[N+](C=C1)C